(4-methoxy-2-nitrophenyl)(p-tolyl)sulfane COC1=CC(=C(C=C1)SC1=CC=C(C=C1)C)[N+](=O)[O-]